ClC=1C=C(C=CC1I)C(F)(F)F 3-chloro-4-iodotrifluoromethyl-benzene